BrC1=CC=C(C=C1)C1=NC2=C(N1C1=CC3=C(OC4=C3C=CC=C4)C=C1)C=CC=C2 2-(4-bromophenyl)-1-(dibenzofuran-2-yl)-1H-benzimidazole